O1C=NC2=C1C=CC(=C2)CN(C(=O)[C@@H]2[C@H]1C[C@H]1CN2S(=O)(=O)C2=CC=C(C)C=C2)C2CCC(CC2)(C)C (1S,2S,5R)-N-(benzo[d]oxazol-5-ylmethyl)-N-(4,4-dimethylcyclohexyl)-3-tosyl-3-azabicyclo[3.1.0]hexane-2-carboxamide